lithium acetate, hydrate O.C(C)(=O)[O-].[Li+]